C(C)N1C(=NN(C1=O)C=1C=C2C(=CN(C(C2=CC1F)=O)C1=C(C=CC(=C1)OC)F)C(=C)C)CO 6-(4-ethyl-3-(hydroxymethyl)-5-oxo-4,5-dihydro-1H-1,2,4-triazol-1-yl)-7-fluoro-2-(2-fluoro-5-methoxyphenyl)-4-(prop-1-en-2-yl)isoquinolin-1(2H)-one